O1C=CC2=C1C=C(C=C2)N(C2=CC1=C([C@@H](CCO1)CNC=1C=NC=CC1C(=O)O)C=C2)C 3-({[(4R)-7-[(1-benzofuran-6-yl)(methyl)amino]-3,4-dihydro-2H-1-benzopyran-4-yl]methyl}amino)pyridine-4-carboxylic acid